3,4-dichloro-N-(2-(4-(3,4-dichlorophenyl)piperazin-1-yl)ethyl)benzamide ClC=1C=C(C(=O)NCCN2CCN(CC2)C2=CC(=C(C=C2)Cl)Cl)C=CC1Cl